[OH3+].CS(=O)(=O)[O-] methyl-sulfonic acid oxonium salt